C12(CCCCC1)OC1=CC(=CC=C1CC2)CC(=O)O 2-(spiro[chroman-2,1'-cyclohexane]-7-yl)acetic acid